2-(2',3',4',5'-tetrakis(9,9-dimethylacridin-10(9H)-yl)-[1,1'-biphenyl]-3-yl)benzo[d]oxazole CC1(C2=CC=CC=C2N(C=2C=CC=CC12)C1=C(C=C(C(=C1N1C=2C=CC=CC2C(C2=CC=CC=C12)(C)C)N1C=2C=CC=CC2C(C2=CC=CC=C12)(C)C)N1C=2C=CC=CC2C(C2=CC=CC=C12)(C)C)C1=CC(=CC=C1)C=1OC2=C(N1)C=CC=C2)C